4-(methylcarbamoyl)benzamide CNC(=O)C1=CC=C(C(=O)N)C=C1